1-(1-hydroxyethyl)-3-methyl-6-azabicyclo[3.1.1]heptane-6-carboxamide OC(C)C12CC(CC(N1C(=O)N)C2)C